CCCCCCCCCCCCC1=CC=C(C=C1)[I+]C2=CC=C(C=C2)CCCCCCCCCCCC.F[Sb-](F)(F)(F)(F)F bis(dodecylphenyl)iodonium hexafluoroantimonate